5-bromo-2-(ethoxymethyl)-1-tosyl-1H-pyrrolo[2,3-b]pyridine BrC=1C=C2C(=NC1)N(C(=C2)COCC)S(=O)(=O)C2=CC=C(C)C=C2